N(=[N+]=[N-])CC1=CC=C(C=C1)B(O)O 4-(Azidomethyl)benzeneboronic acid